COC=1C=C2C(=CC=NC2=CC1OC)OC1=C(C=C(C=C1)N1C(N(CC1=O)C1=CC(=CC=C1)OC(F)(F)F)=O)CC 3-{4-[(6,7-dimethoxy-4-quinolinyl)oxy]-3-ethylphenyl}-1-[3-(trifluoromethoxy)phenyl]-2,4-imidazolidinedione